dicyclopentadienyl thioketone C1(C=CC=C1)C(=S)C1C=CC=C1